N1-((3-methoxyphenyl)benzhydryl)-N1,N2-dimethylethane-1,2-diamine COC=1C=C(C=CC1)C(C1=CC=CC=C1)(C1=CC=CC=C1)N(CCNC)C